C(C#CC)(=O)N1[C@@H](C[C@H](CC1)N1N=NC=2C(=NC=3C(=C(C(=CC3C21)C)C2=C(C(=CC=C2)C)C)F)N2CC(C2)(C)N(C)C)CC#N ((2S,4S)-1-(but-2-ynoyl)-4-(4-(3-(dimethylamino)-3-methylazetidin-1-yl)-7-(2,3-dimethylphenyl)-6-fluoro-8-methyl-1H-[1,2,3]triazolo[4,5-c]quinolin-1-yl)piperidin-2-yl)acetonitrile